NC(=C(N)Cl)Cl 1,2-diaminodichloroethylene